6-chloro-1-(4-methoxyphenyl)-1,3-dihydro-2H-imidazo[4,5-c]Pyridin-2-one ClC1=CC2=C(C=N1)NC(N2C2=CC=C(C=C2)OC)=O